BrC1=C(C=C(C=C1)NC(=O)[C@@H](CC(C)C)NC(OC(C)(C)C)=O)OC(F)F tert-butyl N-[(1R)-1-[[4-bromo-3-(difluoromethoxy)phenyl]carbamoyl]-3-methyl-butyl]carbamate